Tert-Butyl 4-[5-(Methoxycarbonyl)-1,3-Oxazol-2-Yl]Piperazine-1-Carboxylate COC(=O)C1=CN=C(O1)N1CCN(CC1)C(=O)OC(C)(C)C